6-[5-[(1S)-1-[[6-cyclopropyl-8-(trifluoromethyl)quinazolin-4-yl]-methyl-amino]ethyl]-1,2,4-triazol-1-yl]pyridine-3-carbonitrile C1(CC1)C=1C=C2C(=NC=NC2=C(C1)C(F)(F)F)N([C@@H](C)C1=NC=NN1C1=CC=C(C=N1)C#N)C